(R)-2-(N-tert-butoxycarbonylamino)biphenol C(C)(C)(C)OC(=O)NC1([C@@H](C=CC=C1)O)C=1C(=CC=CC1)O